FC(S(=O)(=O)OC1=CC(=C(C(=C1)F)Br)F)(F)F 4-bromo-3,5-difluorophenyl trifluoromethanesulfonate